C1(=CC=CC=C1)P(=O)(OC(C(=O)O)CCC(=O)O)O 2-[[phenyl-hydroxyphosphinyl]oxy]glutaric acid